N-(2-butoxycarbonyl)phenyl-N'-(3-(octahydro-2H-quinolizin-2-yl)-1H-indol-5-yl)urea CC(CC)OC(=O)N(C(=O)NC=1C=C2C(=CNC2=CC1)C1CC2CCCCN2CC1)C1=CC=CC=C1